1,3-tridecanediol tert-butyl-N-[(2R,3S)-1-{2-chloro-7-ethynyl-4-[(thiophen-2-ylmethyl)amino]furo[3,2-d]pyrimidin-6-yl}-3-fluorobutan-2-yl]carbamate C(C)(C)(C)N(C(O)=O)[C@H](CC1=C(C=2N=C(N=C(C2O1)NCC=1SC=CC1)Cl)C#C)[C@H](C)F.C(CC(CCCCCCCCCC)O)O